CC1(C(N(CC1)CC1=CC=C(C=C1)NC(OCC1=CC=C(C=C1)Cl)=O)=O)C 4-chlorobenzyl (4-((3,3-dimethyl-2-oxopyrrolidin-1-yl)methyl)phenyl)carbamate